cyclobutenyl-cyclobutyl-phosphinic acid C1(=CCC1)P(O)(=O)C1CCC1